CC1=C(C2=C(N=CN=C2NC2(CC2)C)O1)C(=O)NC(C)C(C)C 6-methyl-N-(3-methylbutan-2-yl)-4-[(1-methylcyclopropyl)amino]furo[2,3-d]pyrimidine-5-carboxamide